BrC1=C(C=CC=C1)NC(C1=CC=CC=C1)=S N-(2-Bromophenyl)thiobenzamide